CC=1C=C(C=CC1C)CN1N=C2N=C(N=C(C2=C1)N)C1=NSC=C1 2-[(3,4-dimethylphenyl)methyl]-6-(1,2-thiazol-3-yl)-2H-pyrazolo[3,4-d]pyrimidin-4-amine